O=C1NN=C(C2=CC=CC=C12)CCCC(=O)N1C2CN(CC1CC2)C2=NC=C(C=N2)C#N 2-(8-(4-(4-oxo-3,4-dihydrophthalazin-1-yl)butanoyl)-3,8-diazabicyclo[3.2.1]octan-3-yl)pyrimidine-5-carbonitrile